2-bromo-5-fluoro-3-[(3-fluoro-5-methanesulfonylphenyl)methoxy]pyridine BrC1=NC=C(C=C1OCC1=CC(=CC(=C1)S(=O)(=O)C)F)F